tert-Butyl (1-(5-(4-chlorophenyl)-1,3,4-oxadiazol-2-yl)piperidin-4-yl)carbamate ClC1=CC=C(C=C1)C1=NN=C(O1)N1CCC(CC1)NC(OC(C)(C)C)=O